α,α,2,3,4,5-hexafluoro-benzenepropanoic acid FC(C(=O)O)(CC1=C(C(=C(C(=C1)F)F)F)F)F